C(C)(C)(C)OC(CCCC)=O pentanoic acid tert-butyl ester